3-((2-(2,6-Dimethoxypyridin-3-yl)-8-methoxy-2,3-dihydrobenzo[b][1,4]dioxin-6-yl)methyl)-6-methoxy-3H-imidazo[4,5-b]pyridine COC1=NC(=CC=C1C1COC2=C(O1)C(=CC(=C2)CN2C=NC=1C2=NC=C(C1)OC)OC)OC